(+/-)-1-(2-amino-6-methyl-pyrimidin-4-yl)-7-(2-fluorophenyl)azepan-4-one NC1=NC(=CC(=N1)N1CCC(CC[C@@H]1C1=C(C=CC=C1)F)=O)C |r|